C(C\C=C/CC)CC(=O)O.C(C)(=O)O acetate (CIS-3-HEXENYL ACETATE)